tert-Butyl ((5-chloropyrimidin-2-yl)methyl)carbamate ClC=1C=NC(=NC1)CNC(OC(C)(C)C)=O